CC1=CNC(C1=S(=O)=O)C 3,5-dimethyl-4-sulfuryl-1H-pyrrole